C(C=CCC(=O)[O-])(=O)OCCCCCCCC\C=C/CCCCCCCC mono-oleyl glutaconate